FC1(OC2=C(O1)C=CC(=C2)[C@H](C)OC2=NC=CC(=C2)N2N=C(C=1CCCC(C21)OC2=CC=C(C(=O)O)C=C2)C(F)(F)F)F 4-[[1-[2-[(1S)-1-(2,2-difluoro-1,3-benzodioxol-5-yl)ethoxy]-4-pyridinyl]-3-(trifluoromethyl)-4,5,6,7-tetrahydroindazol-7-yl]oxy]benzoic acid